1-[6-(2,6-Difluorophenoxy)-3,3-dimethyl-1H,2H,3H-pyrrolo[3,2-c]pyridin-1-yl]-2-[(2R,5R)-2-(methoxymethyl)-5-methylpiperazin-1-yl]ethan-1-one hydrochloride Cl.FC1=C(OC2=CC3=C(C=N2)C(CN3C(CN3[C@H](CN[C@@H](C3)C)COC)=O)(C)C)C(=CC=C1)F